tert-butyl-1-methyl-5-(3-oxopropyl)-3,4-dihydroisoquinoline C(C)(C)(C)C1N=C(C2=CC=CC(=C2C1)CCC=O)C